(6-(((tert-butyldiphenylsilyl)oxy)methyl)-5,6-dihydro-2H-pyran-3-yl)pyrrolo[2,1-f][1,2,4]triazin-4-amine [Si](C1=CC=CC=C1)(C1=CC=CC=C1)(C(C)(C)C)OCC1CC=C(CO1)C1=NN2C(C(=N1)N)=CC=C2